3-chloro-5-(oxolan-3-yl)aniline hydrochloride Cl.ClC=1C=C(N)C=C(C1)C1COCC1